(S)-(6,6-difluoro-4-methyl-1,4-diazacycloheptan-1-yl)(1-(4-fluorophenyl)-3,4-dihydroisoquinolin-2(1H)-yl)methanone hydrochloride Cl.FC1(CN(CCN(C1)C(=O)N1[C@H](C2=CC=CC=C2CC1)C1=CC=C(C=C1)F)C)F